sulfur lithium manganese [Mn].[Li].[S]